methyl (3S)-3-cyclopropyl-3-(3-prop-2-ynoyloxyphenyl)propanoate C1(CC1)[C@H](CC(=O)OC)C1=CC(=CC=C1)OC(C#C)=O